C(CCCCCCC)B(CCCCCCCC)CCCCCCCC tri-octyl-borane